1,4-diphenylthio-butane C1(=CC=CC=C1)SCCCCSC1=CC=CC=C1